CCCCCCCCCCC(CCCCCCCCCC)OC1=CC(=CC=C1)CCCCCCCCCCCCCCC 1-(henicosan-11-yloxy)-3-pentadecylbenzene